methyl 5-bromo-2-(methoxymethyl)-1-methyl-6-(trifluoromethyl)-1H-benzo[d]imidazole-4-carboxylate BrC1=C(C2=C(N(C(=N2)COC)C)C=C1C(F)(F)F)C(=O)OC